(R)-7-bromo-10-ethyl-6-fluoro-2-methyl-9,10-dihydro-8-oxa-2,4,10a-triazanaphtho[2,1,8-cde]azulene-1(2H)-one BrC1=C(C=C2N=CC=3N(C(N4[C@@H](COC1=C2C34)CC)=O)C)F